N1=C(C=CC=C1)\C=N/NC1=NC2=C(C=CC=C2C=C1)O (Z)-2-(2-(pyridine-2-yl-methylene)hydrazinyl)quinolin-8-ol